2-(5-amino-2-(furan-2-yl)-7H-pyrazolo[4,3-e][1,2,4]triazolo[1,5-c]pyrimidin-7-yl)-N-(2-methoxybenzyl)pentanamide NC1=NC2=C(C=3N1N=C(N3)C=3OC=CC3)C=NN2C(C(=O)NCC2=C(C=CC=C2)OC)CCC